tert-butyl (S)-2-(6-(2,5-dichloropyrimidin-4-yl)-1-oxoisoindolin-2-yl)propanoate ClC1=NC=C(C(=N1)C1=CC=C2CN(C(C2=C1)=O)[C@H](C(=O)OC(C)(C)C)C)Cl